ClC1=CC(=C(S1)C1=NC=C(C(=N1)C)O[C@@H]1C[C@H](CCC1)C(=O)[O-])/C=N/O (1S,3S)-3-((2-(5-chloro-3-((E)-(hydroxyimino)methyl)thiophen-2-yl)-4-methylpyrimidin-5-yl) oxy)cyclohexane-1-carboxylate